COC=1C=CC=2N(C3=CC=C(C=C3C2C1)OC)CC1=CC=C(CP(OC2=CC=CC=C2)(OC2=CC=CC=C2)=O)C=C1 Diphenyl (4-((3,6-dimethoxy-9H-carbazol-9-yl)methyl)benzyl)phosphonate